2-(3-pyridyl)-2H-indazole-5-carboxamide N1=CC(=CC=C1)N1N=C2C=CC(=CC2=C1)C(=O)N